Din-Hexadecylamin C(CCCCCCCCCCCCCCC)NCCCCCCCCCCCCCCCC